C(C)N(CCCN(CC)CC)CC N,N,N',N'-tetraethylpropane-1,3-diamine